1,5-diazabicyclo[4.3.0]non-5-enium propionate C(CC)(=O)[O-].[NH+]12CCCN=C2CCC1